C=C(CCN1CCSCC1)C(C(CCN1CCSCC1)=C)=C N,N'-(3,4,5-trimethyleneheptane-1,7-diyl)bis(thiomorpholine)